ClC1=NC(=NC(=N1)C1=C(C(=C(C(=C1)[2H])[2H])[2H])[2H])C1=C(C(=C(C(=C1)[2H])[2H])[2H])[2H] 2-chloro-4,6-bis(phenyl-2,3,4,5-d4)-1,3,5-triazine